O=C1/C(/N=C(O1)C1=CC(=CC=C1)C(F)(F)F)=C/C=1C=C(C#N)C=CC1 (Z)-3-((5-oxo-2-(3-(trifluoromethyl)phenyl)oxazol-4(5H)-ylidene)methyl)benzonitrile